BrC=1C(=NC(=NC1)NC=1C(=NN(C1)C1CCN(CC1)CC)C)NCCCN1C(CCCC1)=O 1-(3-((5-bromo-2-((1-(1-ethylpiperidin-4-yl)-3-methyl-1H-pyrazol-4-yl)amino)pyrimidin-4-yl)amino)propyl)piperidin-2-one